ClCC1=C(C(=O)N(C2=CC=C(C=C2)S(=O)(=O)N2CCN(CC2)C2=NC(=CC(=C2)C(F)(F)F)Cl)C(C2=C(C=CC=C2)CCl)=O)C=CC=C1 2-(Chloromethyl)-N-[2-(chloromethyl)benzoyl]-N-[4-[4-[6-chloro-4-(trifluoromethyl)-2-pyridyl]piperazin-1-yl]sulfonylphenyl]benzamide